zirconium (IV) tetra(ethylmethylamide) C(C)[N-]C.C(C)[N-]C.C(C)[N-]C.C(C)[N-]C.[Zr+4]